ClC1=CC(=C2C(=N1)C(=NN2CC(F)(F)F)C2=CC=NN2C2OCCCC2)N2[C@@H](C[C@H](CC2)O)C (2R,4S)-1-(5-chloro-3-(1-(tetrahydro-2H-pyran-2-yl)-1H-pyrazol-5-yl)-1-(2,2,2-trifluoroethyl)-1H-pyrazolo[4,3-b]pyridin-7-yl)-2-methylpiperidin-4-ol